ClC1=CC(=C(C(=C1)C)CC(=O)O)C 2-(4-CHLORO-2,6-DIMETHYL-PHENYL)ACETIC ACID